FC(C1=NC=C(C=N1)C1=CC=NC=C1C=O)(F)F 4-(2-(trifluoromethyl)pyrimidin-5-yl)nicotinaldehyde